N-{cis-1-(azetidine-1-carbonyl)-2-[(dibenzo[b,d]furan-2-yl)methyl]pyrrolidin-3-yl}methanesulfonamide N1(CCC1)C(=O)N1[C@H]([C@H](CC1)NS(=O)(=O)C)CC1=CC2=C(OC3=C2C=CC=C3)C=C1